3-(5-indolyl)oxazoleN N1C=CC2=CC(=CC=C12)C1=NOCC1